O=C1NC(CC[C@H]1NC=1C=C2CC3(CC2=CC1)CCC(CC3)(O)CC(=O)O)=O |r| (±)-2-((1s,4s)-5'-((2,6-dioxopiperidin-3-yl)amino)-4-hydroxy-1',3'-dihydrospiro[cyclohexane-1,2'-indene]-4-yl)acetic acid